O1C(COC2=C1C=CC=C2)C2=CC=C(CN1CCC(CC1)S(=O)(=O)C)C=C2 1-[4-(2,3-dihydro-1,4-benzodioxin-2-yl)benzyl]-4-(methylsulfonyl)piperidine